BrC=1C2=CN(N=C2C(=CC1)OC1CC1)C 4-bromo-7-cyclopropoxy-2-methyl-2H-indazole